tert-butyl ((3S,4S)-8-(8-((2-amino-3-chloropyridin-4-yl)thio)-[1,2,4]triazolo[4,3-c]pyrimidin-5-yl)-3-methyl-2-oxa-8-azaspiro[4.5]decan-4-yl)carbamate NC1=NC=CC(=C1Cl)SC=1C=2N(C(=NC1)N1CCC3([C@@H]([C@@H](OC3)C)NC(OC(C)(C)C)=O)CC1)C=NN2